(2R,3R,11bR)-3-(tert-butoxy)-9-((S)-2-fluoropropoxy)-10-methoxy-1,3,4,6,7,11b-hexahydro-2H-pyrido[2,1-a]isoquinolin-2-ol C(C)(C)(C)O[C@H]1[C@@H](C[C@H]2N(CCC3=CC(=C(C=C23)OC)OC[C@H](C)F)C1)O